N-(3-carbamoylphenyl)-2-(4-fluoro-2-methylphenoxy)benzamide C(N)(=O)C=1C=C(C=CC1)NC(C1=C(C=CC=C1)OC1=C(C=C(C=C1)F)C)=O